ClC=1C=C(C=C(C1)NS(=O)(=O)C)NC(=O)C=1C=NN(C1)C1=NC=C(C=N1)N1CC(N(CC1)C)=O N-(3-chloro-5-(methylsulfonamido)phenyl)-1-(5-(4-methyl-3-oxopiperazin-1-yl)pyrimidin-2-yl)-1H-pyrazole-4-carboxamide